4-amino-N-(2-methoxyethyl)piperidine-1-sulfonamide NC1CCN(CC1)S(=O)(=O)NCCOC